N-((6-(4-(4-chlorophenyl)-4-hydroxypiperidin-1-yl)pyridin-2-yl)sulfonyl)-1-(5-methyl-2-(6-oxaspiro[4.5]decan-8-yl)phenoxy)cyclopropane-1-carboxamide ClC1=CC=C(C=C1)C1(CCN(CC1)C1=CC=CC(=N1)S(=O)(=O)NC(=O)C1(CC1)OC1=C(C=CC(=C1)C)C1COC2(CCCC2)CC1)O